7-cyano-2-(2,6-dioxopiperidin-3-yl)-1-oxoisoindoline-4-carboxylic acid C(#N)C1=CC=C(C=2CN(C(C12)=O)C1C(NC(CC1)=O)=O)C(=O)O